C(C1=CC=CC=C1)OC1=NN(C(=C1C(F)(F)F)C(=O)OC)C methyl 3-(benzyloxy)-1-methyl-4-(trifluoromethyl)-1H-pyrazole-5-carboxylate